((1s,3s)-3-hydroxy-3-methylcyclobutyl)(7-(3-(1-methyl-1H-imidazol-4-yl)phenyl)-2-azaspiro[3.5]non-2-yl)methanone OC1(CC(C1)C(=O)N1CC2(C1)CCC(CC2)C2=CC(=CC=C2)C=2N=CN(C2)C)C